6,7-difluoro-1-(4-fluoro-2-methylphenyl)-3-(6-methoxy-2-methylpyridin-3-yl)-2,3-dihydroquinazolin-4(1H)-one FC=1C=C2C(N(CN(C2=CC1F)C1=C(C=C(C=C1)F)C)C=1C(=NC(=CC1)OC)C)=O